BrC1=CC2=CN(N=C2C=C1OC1CCC1)[C@@]12CO[C@@](CC1)(C2)C 5-bromo-6-(cyclobutoxy)-2-[(1S,4S)-1-methyl-2-oxabicyclo[2.2.1]hept-4-yl]indazole